(2-fluoro-4-(4-methylpiperazin-1-yl)phenyl)boronic acid FC1=C(C=CC(=C1)N1CCN(CC1)C)B(O)O